C1(CC1)C=1N=CN(C1)C=1C=C2C=CC(=CC2=CC1)C(=O)O 6-(4-cyclopropyl-1H-imidazol-1-yl)-2-naphthoic acid